C(C)N(C(C1=C(C=CC(=C1)F)C=1C=C(N2C1C=NC=C2C)CC2CN(C2)[C@@H](C(C)C)CCC=O)=O)C(C)C N-ethyl-5-fluoro-2-[4-methyl-6-({1-[(3R)-2-methyl-6-oxohexan-3-yl]azetidin-3-yl}methyl)pyrrolo[1,2-a]pyrazin-8-yl]-N-(isopropyl)benzamide